1-cyclopropyl-7-(1-((2,4-diaminopyrimidin-5-yl)methyl)indolin-5-yl)-6-fluoro-8-methoxy-4-oxo-1,4-dihydroquinoline-3-carboxylic acid C1(CC1)N1C=C(C(C2=CC(=C(C(=C12)OC)C=1C=C2CCN(C2=CC1)CC=1C(=NC(=NC1)N)N)F)=O)C(=O)O